C(C)(C)OC([C@@H](NP(=O)(OC1=CC=CC=C1)CC1=CC=C(C=C1)CN1C2=CC=C(C=C2C=2C=C(C=CC12)OC)OC)C)=O ((4-((3,6-dimethoxy-9H-carbazol-9-yl)methyl)benzyl)(phenoxy)phosphoryl)-L-alanine isopropyl ester